CC1=NC(=C(C(=O)O)C=C1C(F)(F)F)NC1=C(C=C(C=C1)F)CCCCCBr methyl-2-((2-(5-bromopentyl)-4-fluorophenyl)amino)-5-(trifluoromethyl)nicotinic acid